(4-methoxy-1-cyclohexen-1-yl)(trimethyl)silane COC1CC=C(CC1)[Si](C)(C)C